Imidazo[2,1-b]Thiazole-7-carboxylic acid formate C(=O)O.S1C2N(C=C1)C=CN2C(=O)O